[N+](#[C-])C1=NC(NC2=CC=CC=C12)=O Isocyanoketoquinazoline